O1COC=2C1=C1C(N=CC1=CC2)=O [1,3]dioxolo[4,5-e]isoindol-8-one